BrC=1C(=NC(=NC1C)NC)C 5-bromo-N,4,6-trimethyl-pyrimidin-2-amine